methyl 2-methyl-2-propenoate, calcium salt [Ca].CC(C(=O)OC)=C